FC=1N=C2N(C1S(=O)(=O)N)C(C(C2C)C=2C(NC=CC2)(F)F)F 2-fluoro-5-fluoro-6-(2,2-difluoro-3-pyridinyl)-7-methyl-6,7-dihydro-5H-pyrrolo[1,2-a]imidazole-3-sulfonamide